((1-methylcyclobutyl)methyl)benzamide CC1(CCC1)CC1=C(C(=O)N)C=CC=C1